COC=1C(=CC=NC1)C1=CC=NC=C1 5-methoxy-4,4'-bipyridyl